OC12C(C=3C=NN(C3N=C2N(CC1)C1=CC=CC=C1)C)=O 9-hydroxy-4-methyl-12-phenyl-2,4,5,12-tetraazatricyclo[7.3.0.03,7]dodeca-1,3(7),5-trien-8-on